C1(CCCCC1)NC(C(=O)C1=C(C(=C(N1C)C)C(=O)NC1=CC(=C(C=C1)F)C)C)=O 5-(2-(cyclohexylamino)-2-oxoacetyl)-N-(4-fluoro-3-methylphenyl)-1,2,4-trimethyl-1H-pyrrole-3-carboxamide